(E)-3-(3-(3,5-bis-(trifluoromethyl)-phenyl)-1H-1,2,4-triazol-1-yl)-2-(1-methyl-1H-pyrazol-4-yl)-acrylamide FC(C=1C=C(C=C(C1)C(F)(F)F)C1=NN(C=N1)/C=C(/C(=O)N)\C=1C=NN(C1)C)(F)F